C1(CC1)NC(C([C@H](C[C@H]1C(NCC1)=O)NC(=O)[C@H]1NC[C@@H]2[C@@H]3C=C[C@H]([C@H]12)C3)O)=O (1S,3aR,4S,7R,7aS)-N-((2S)-4-(cyclopropylamino)-3-hydroxy-4-oxo-1-((S)-2-oxopyrrolidin-3-yl)butan-2-yl)-2,3,3a,4,7,7a-hexahydro-1H-4,7-methanoisoindole-1-carboxamide